3-{2-[(piperidin-3-yl)amino]-5-(trifluoromethyl)pyrimidin-4-yl}-6-(1,3-thiazol-4-yl)-1H,6H,7H-pyrrolo[2,3-c]pyridin-7-one N1CC(CCC1)NC1=NC=C(C(=N1)C1=CNC=2C(N(C=CC21)C=2N=CSC2)=O)C(F)(F)F